1,3,5,7-tetranitro-1,3,5,7-tetrazacyclooctane [N+](=O)([O-])N1CN(CN(CN(C1)[N+](=O)[O-])[N+](=O)[O-])[N+](=O)[O-]